Methyl 4-(3-(2-(dimethyl-amino)ethyl)-1H-indol-1-yl)-4-oxobutanoate CN(CCC1=CN(C2=CC=CC=C12)C(CCC(=O)OC)=O)C